3,5-dimethylcyclopropylaniline CC1CC1NC1=CC=CC(=C1)C